tert-butyl-3-bromo-2,3,4,5-tetrahydro-1H-[1]-benzoazepin-2-one C(C)(C)(C)N1C(C(CCC2=C1C=CC=C2)Br)=O